C(C)C(CCCNCC(=O)N(CC)CC)CC 4-ethylhexylamino-N,N-diethylacetic acid amide